Methyl 2-(((2S,4S)-4-((2-(((3-chloro-5-fluoropyridin-2-yl)amino)methyl)pyrimidin-4-yl)oxy)-2-methylpiperidin-1-yl)methyl)-1-(((S)-oxetan-2-yl)methyl)-1H-benzo[d]imidazole-6-carboxylate ClC=1C(=NC=C(C1)F)NCC1=NC=CC(=N1)O[C@@H]1C[C@@H](N(CC1)CC1=NC2=C(N1C[C@H]1OCC1)C=C(C=C2)C(=O)OC)C